3-(6'-oxo-6',8'-dihydro-7'H-spiro[azetidine-3,2'-pyrano[2,3-f]isoindole]-7'-yl)piperidine-2,6-Dione O=C1N(CC=2C=C3C(=CC12)C=CC1(O3)CNC1)C1C(NC(CC1)=O)=O